2-hydroxy-6-[[(2S)-1-[2-(hydroxymethyl)benzoyl]pyrrolidin-2-yl]methoxy]benzaldehyde OC1=C(C=O)C(=CC=C1)OC[C@H]1N(CCC1)C(C1=C(C=CC=C1)CO)=O